CC(CCO)(C)S 3-methyl-3-mercapto-butan-1-ol